tert-Butyl 4-((6-((trimethylsilyl)ethynyl)pyridin-3-yl)amino)piperidine-1-carboxylate C[Si](C)(C)C#CC1=CC=C(C=N1)NC1CCN(CC1)C(=O)OC(C)(C)C